1-amino-3-(benzyloxy)-N-methyl-4-oxo-1,4-dihydropyridine-2-carboxamide NN1C(=C(C(C=C1)=O)OCC1=CC=CC=C1)C(=O)NC